CCCCCCCC/C=C/CCCCCCCC(=O)SCCNC(=O)CCNC(=O)[C@@H](C(C)(C)COP(=O)([O-])OP(=O)([O-])OC[C@@H]1[C@H]([C@H]([C@@H](O1)N2C=NC3=C(N=CN=C32)N)O)OP(=O)([O-])[O-])O The molecule is an octadecenoyl-CoA(4-) arising from deprotonation of the phosphate and diphosphate functions of trans-9-octadecenoyl-CoA; major species at p 7.3. It is a conjugate base of a trans-9-octadecenoyl-CoA.